(3-ethyl-6-methoxybenzo[d]isoxazol-5-yl)-2,3-dihydrobenzofuran-5-sulfonamide C(C)C1=NOC2=C1C=C(C(=C2)OC)C2OC1=C(C2)C=C(C=C1)S(=O)(=O)N